FC=1C=C(NCC2=NC=C(C=C2)C=2OC(=NN2)C(F)(F)F)C=CC1 3-fluoro-N-((5-(5-(trifluoromethyl)-1,3,4-oxadiazol-2-yl)pyridin-2-yl)methyl)aniline